P(=O)(OC(CCCCC)(CC)CC)(OC(CCCCC)(CC)CC)OC(CCCCC)(CC)CC tri(diethyl hexyl) phosphate